C(#N)COC(COC(=O)C1(CC1)OC1=C(C=C(C(=C1)N1C(N(C(=CC1=O)C(F)(F)F)C)=O)F)[N+](=O)[O-])=O 2-(Cyanomethoxy)-2-oxoethyl-1-{4-fluoro-5-[3-methyl-2,6-dioxo-4-(trifluoromethyl)-3,6-dihydropyrimidin-1(2H)-yl]-2-nitrophenoxy}cyclopropanecarboxylate